6-bromo-2,3-dihydrobenzofuran-3-amine BrC1=CC2=C(C(CO2)N)C=C1